8-(((2-chloro-3-fluorophenyl)(cyclopropyl)methyl)amino)-N-((R,E)-4-(methylsulfonyl)but-3-en-2-yl)-[1,2,4]triazolo[4,3-c]pyrimidine-5-carboxamide ClC1=C(C=CC=C1F)C(C1CC1)NC=1C=2N(C(=NC1)C(=O)N[C@H](C)\C=C\S(=O)(=O)C)C=NN2